7-cyclopropyl-1-(4-hydroxyphenyl)-3-(1-methyl-1H-benzo[d]imidazol-6-yl)-2(1H)-quinoxalinone C1(CC1)C1=CC=C2N=C(C(N(C2=C1)C1=CC=C(C=C1)O)=O)C=1C=CC2=C(N(C=N2)C)C1